(R)-4-((1-(3-(difluoromethyl)-2-fluorophenyl)ethyl)amino)-6-(1-(fluoromethyl)cyclopropyl)-2-Methyl-8-(1-methyl-1H-pyrazol-4-yl)pyrido[4,3-d]pyrimidin-7(6H)-one FC(C=1C(=C(C=CC1)[C@@H](C)NC=1C=2C(N=C(N1)C)=C(C(N(C2)C2(CC2)CF)=O)C=2C=NN(C2)C)F)F